CC1(CC=2C(CCCC2CC1C)(C)C)C(C)=O 1-(1,2,3,4,5,6,7,8-Octahydro-2,3,8,8-tetramethyl-2-naphthalenyl)ethanon